Ethyl-8-amino-1,4-dioxaspiro[4.5]decane-8-carboxylate C(C)OC(=O)C1(CCC2(OCCO2)CC1)N